OCCOC(=O)N1CC2(C1)CC(C2)NC2=NC=C(C(=N2)C2=CNC1=C(C=CC=C21)P(=O)(C)C)C(F)(F)F 6-((4-(7-(dimethylphosphoryl)-1H-indol-3-yl)-5-(trifluoromethyl)pyrimidine-2-yl)amino)-2-azaspiro[3.3]heptane-2-carboxylic acid 2-hydroxyethyl ester